N-Boc-4-piperidineethanol C(=O)(OC(C)(C)C)N1CCC(CC1)CCO